COC(=O)[C@H]1N(C([C@@H](C1)O[Si](C)(C)C(C)(C)C)OC(C)=O)C(=O)OC(C)(C)C (2s,4r)-5-acetoxy-4-((tert-butyldimethylsilyl)oxy)pyrrolidine-1,2-dicarboxylic acid 1-(tert-butyl) 2-methyl ester